C(C1=CC=CC=C1)OC1=CC=2CC3C(C2C(=C1)Cl)C3 4-(benzyloxy)-2-chloro-1,1a,6,6a-tetrahydrocyclopropa[a]indene